3-([(4-ACETYLPHENYL)CARBAMOYL](METHYL)AMINO)PROPANOIC ACID C(C)(=O)C1=CC=C(C=C1)NC(=O)N(CCC(=O)O)C